C(C)(C)(C)OC(=O)N(CCCCCOC1=C(C=CC(=C1)C)S(=O)(=O)[C@@H]1[C@H](CCC1)C(=O)OC)C1CCC(CC1)(F)F |r| Methyl (1RS,2SR)-2-((2-((5-((tert-butoxycarbonyl)(4,4-difluorocyclohexyl)amino)pentyl)oxy)-4-methylphenyl)sulfonyl)cyclopentane-1-carboxylate